2-(2,6-bis(benzyloxy)pyridin-3-yl)-N-(6-(2-fluoro-4-(trifluoromethyl)phenyl)spiro[3.3]heptan-2-yl)-1-oxoisoindoline-5-carboxamide C(C1=CC=CC=C1)OC1=NC(=CC=C1N1C(C2=CC=C(C=C2C1)C(=O)NC1CC2(C1)CC(C2)C2=C(C=C(C=C2)C(F)(F)F)F)=O)OCC2=CC=CC=C2